N-(5-((6-((R)-3-(3,5-difluorophenyl)-isoxazolidine-2-yl)pyrimidine-4-yl)amino)-2-(4-(dimethylamino)piperidine-1-yl)-4-methoxy-phenyl)acrylamide FC=1C=C(C=C(C1)F)[C@@H]1N(OCC1)C1=CC(=NC=N1)NC=1C(=CC(=C(C1)NC(C=C)=O)N1CCC(CC1)N(C)C)OC